CC1(N(C(CCC1)(C)C)[Mg]Cl)C.[Li] lithium 2,2,6,6-tetramethylpiperidyl-magnesium chloride